1,2-diaminophenyl ether NC1(C(C=CC=C1)N)OC1(C(C=CC=C1)N)N